3-(2,2,2-trifluoroethoxy)benzamide FC(COC=1C=C(C(=O)N)C=CC1)(F)F